(furan-3-yl)-N-(4-((7-methyl-7H-pyrrolo[2,3-D]pyrimidin-4-yl)oxy)phenyl)acetamide O1C=C(C=C1)CC(=O)NC1=CC=C(C=C1)OC=1C2=C(N=CN1)N(C=C2)C